cis-4-[(3,5-dichloro-2-pyridyl)oxy]-2'-oxo-spiro[cyclohexane-1,3'-indoline]-5'-carboxamide ClC=1C(=NC=C(C1)Cl)OC1CCC2(C(NC3=CC=C(C=C23)C(=O)N)=O)CC1